N1(CCOCC1)CCC[Si](O)(O)C 3-(4-morpholinyl)propylmethylsilanediol